COC(C1=C(N=C(C=C1)C1CC1)N1CCC(CCC1)(F)F)=O 6-cyclopropyl-2-(4,4-difluoroazepan-1-yl)nicotinic acid methyl ester